1-(2-Methoxypyridin-4-yl)ethan-1-amine COC1=NC=CC(=C1)C(C)N